BrC1=C(C=C(C=C1)CC(=O)OC)OC methyl 2-(4-bromo-3-methoxy phenyl)acetate